2-hydroxy-2-methyl-3-oxopropanoate OC(C(=O)[O-])(C=O)C